4,5-dihydro-1H-pyrazole-4-carboxamide N1N=CC(C1)C(=O)N